COC1=C(CNC2=NC=3C(=CC(=CC3C=3N2N=C(N3)C=O)F)OC)C=CC(=C1)OC 5-((2,4-dimethoxybenzyl)amino)-9-fluoro-7-methoxy-[1,2,4]triazolo[1,5-c]quinazoline-2-carbaldehyde